C(=C)C1=C(C=CC(=C1)C)S(=O)(=O)OC1=CC=C(C=C1)C 1-(p-tolyl) vinyl-4-methylbenzenesulfonate